7-(2-amino-7-fluorobenzo[d]thiazol-4-yl)-6-chloro-8-fluoroquinolin NC=1SC2=C(N1)C(=CC=C2F)C2=C(C=C1C=CC=NC1=C2F)Cl